tert-butylaminomethylstyrene C(C)(C)(C)NCC=CC1=CC=CC=C1